6-amino-1-methyl-4-((1-(1-methyl-1H-1,2,4-triazol-3-yl)ethyl)amino)quinolin-2(1H)-one NC=1C=C2C(=CC(N(C2=CC1)C)=O)NC(C)C1=NN(C=N1)C